C(\C=C\C(=O)OCCCC)(=O)OC1CCC(CC1)C (4-methylcyclohexyl) butyl fumarate